C(C=C)N(C1CCC1)CCC1=CNC2=CC=C(C=C12)F N-allyl-N-(2-(5-fluoro-1H-indol-3-yl)ethyl)cyclobutaneamine